F[C@H]1CN(CC[C@H]1NC=1C=2N(C=CC1)C(=C(N2)C#CCNC2=NC(=NC=C2OC)C(=O)NC)SC(F)(F)F)C 4-((3-(8-(((3S,4R)-3-fluoro-1-methylpiperidin-4-yl)amino)-3-((trifluoromethyl)thio)imidazo[1,2-a]pyridin-2-yl)prop-2-yn-1-yl)amino)-5-methoxy-N-methylpyrimidine-2-carboxamide